methyl-2,2-dimethylpropylamine mesylate S(C)(=O)(=O)O.CNCC(C)(C)C